2-(4-fluoro-2-(2-hydroxypyridin-4-yl)-6-isopropylphenyl)Acetic acid methyl ester COC(CC1=C(C=C(C=C1C(C)C)F)C1=CC(=NC=C1)O)=O